tertButyl 2-(((1r,4r)-4-(aminomethyl)cyclohexyl)methoxy)acetate NCC1CCC(CC1)COCC(=O)OC(C)(C)C